5-(2-Isopropyl-4-methoxy-5-pyrrol-1-yl-phenoxy)-pyrimidine-2,4-diamine C(C)(C)C1=C(OC=2C(=NC(=NC2)N)N)C=C(C(=C1)OC)N1C=CC=C1